2-[6-(2-benzyl-5-cyclopropyl-pyrazol-3-yl)-3,6-dihydro-2H-pyran-4-yl]-4-(2,4-difluorophenyl)-6,7-dimethyl-pteridine C(C1=CC=CC=C1)N1N=C(C=C1C1C=C(CCO1)C1=NC2=NC(=C(N=C2C(=N1)C1=C(C=C(C=C1)F)F)C)C)C1CC1